C(C)(C)(C)OC(=O)N1CCN(CC1)C[C@H]1O[C@H](CC1)N1C(NC(CC1)=O)=O 4-(((2S,5R)-5-(2,4-dioxotetrahydropyrimidin-1(2H)-yl)tetrahydrofuran-2-yl)methyl)piperazine-1-carboxylic acid tert-butyl ester